4-(3,6-dimethylcarbazol-9-yl)butylphosphonic acid CC=1C=CC=2N(C3=CC=C(C=C3C2C1)C)CCCCP(O)(O)=O